(3Z)-6-(pentyloxymethoxy)-3-hexenylmagnesium chloride C(CCCC)OCOCC\C=C/CC[Mg]Cl